ClC1=NN(C2=NC(=NC(=C21)O[C@H]2CN(CCC2)C(=O)OC(C)(C)C)Cl)COCC[Si](C)(C)C tert-butyl (R)-3-((3,6-dichloro-1-((2-(trimethylsilyl)ethoxy)methyl)-1H-pyrazolo[3,4-d]pyrimidin-4-yl)oxy)piperidine-1-carboxylate